ClC1=NC=C(N=C1)SC1=C(C(=NC=C1)C1CC1)Cl 2-chloro-5-((3-chloro-2-cyclopropylpyridin-4-yl)thio)pyrazine